C(#N)C=1C=NC(=NC1)N1C[C@H](N([C@H](C1)C)C(=O)NCCC1CCN(CC1)CC1OCCCC1)C (2R,6S)-4-(5-cyanopyrimidin-2-yl)-2,6-dimethyl-N-{2-[1-(oxan-2-ylmethyl)piperidin-4-yl]ethyl}piperazine-1-carboxamide